C(C)NC=1N=CC(=C2C=C(N=CC12)C1(CC1)C(=O)N)C1=NN2C(C=CC(=C2)N2CCOCC2)=N1 (8-(ethylamino)-5-(6-morpholino-[1,2,4]triazolo[1,5-a]pyridin-2-yl)-2,7-naphthyridin-3-yl)cyclopropanecarboxamide